OC1=C(C(=O)OCCCCCC)C=CC=C1 2-hydroxy-benzoic acid, hexyl ester